3-[(4S)-7-chloro-1,4-dimethyl-8-(trifluoromethyl)-4H-[1,2,4]triazolo[4,3-a][1,4]benzodiazepine-6-Yl]-4-fluoro-phenol ClC1=C(C=CC2=C1C(=N[C@H](C=1N2C(=NN1)C)C)C=1C=C(C=CC1F)O)C(F)(F)F